C1(CC1)C=1C=C(C=2N(C1)C=C(N2)CN2N=NC(=C2)C(NCC2=C(C(=CC=C2F)OC)F)=O)CC(C(=O)OCC)(C)C ethyl 3-(6-cyclopropyl-2-((4-((2,6-difluoro-3-methoxybenzyl)carbamoyl)-1H-1,2,3-triazol-1-yl)methyl)imidazo[1,2-a]pyridin-8-yl)-2,2-dimethylpropanoate